C(OC=1C(=NC=C(C1)[N+](=O)[O-])C(=O)O)([2H])([2H])[2H] (methoxy-d3)-5-nitropyridine-2-carboxylic acid